N'-ethyl-N-methylimidazolium hexafluorophosphate F[P-](F)(F)(F)(F)F.C(C)[N+]1=CN(C=C1)C